CC1(CCOCC1)C(N)=S 4-methyltetrahydro-2H-pyran-4-thiocarboxamide